Cl.C1C2CC3(CC(CC13)C2)N hexahydro-2,5-methanopentalen-3a(1H)-amine HCl salt